5,6,7-trimethyl-2,5-octadien-4-one CC(C(C=CC)=O)=C(C(C)C)C